FC1(CC(C1)C1=CC=C(C=C1)C1=CC=C(C=C1)OC1=C(N=NN1CC1=CC=C(C=C1)OC)C(=O)OCC)F ethyl 5-((4'-(3,3-difluorocyclobutyl)-[1,1'-biphenyl]-4-yl)oxy)-1-(4-methoxybenzyl)-1H-1,2,3-triazole-4-carboxylate